[N+](=O)([O-])C(CC1=CC=C(O1)C(=O)N1CCN(CC1)C1=NC=C(C=N1)C(F)(F)F)C (5-(2-Nitropropyl)furan-2-yl)(4-(5-(trifluoromethyl)pyrimidin-2-yl)piperazin-1-yl)methanone